7-[3-(2-ethyl-4-hydroxy-5-methyl-pyrazol-3-yl)-1,2,4-oxadiazol-5-yl]-3-methyl-pyrrolo[1,2-c]pyrimidine-5-carboxamide C(C)N1N=C(C(=C1C1=NOC(=N1)C1=CC(=C2N1C=NC(=C2)C)C(=O)N)O)C